C(C)OC(CN1C(N(C2=C1C=CC=C2C)C=2C=NC(=NC2)C2=C1C(=CN=C2)N(N=C1)C)=O)=O 2-[4-methyl-3-[2-(1-methylpyrazolo[3,4-C]pyridin-4-yl)pyrimidin-5-yl]-2-oxo-benzimidazol-1-yl]acetic acid ethyl ester